CC1(CCC(CC1)OS(=O)(=O)C1=CC=C(C)C=C1)C(=O)OCC[Si](C)(C)C 2-(trimethylsilyl)ethyl 1-methyl-4-(tosyloxy)cyclohexanecarboxylate